(S)-1-((4-cyclopropyl-6-((3'-(4-cyclopropyl-5-((cyclopropylamino)methyl)picolinamido)-2,2'-dimethyl-[1,1'-biphenyl]-3-yl)carbamoyl)pyridin-3-yl)methyl)piperidine-2-carboxylic acid C1(CC1)C1=C(C=NC(=C1)C(NC=1C(=C(C=CC1)C1=C(C(=CC=C1)NC(C1=NC=C(C(=C1)C1CC1)CNC1CC1)=O)C)C)=O)CN1[C@@H](CCCC1)C(=O)O